3-((2-(6-ethylpyridin-3-yl)-8-methoxychroman-6-yl)methyl)-6-iodo-3H-imidazo[4,5-b]pyridine C(C)C1=CC=C(C=N1)C1OC2=C(C=C(C=C2CC1)CN1C=NC=2C1=NC=C(C2)I)OC